C1(=CC=CC2=CC=CC=C12)O[P@@](=O)(OC1=C(C(=C(C(=C1F)F)F)F)F)N[C@@H](C)C(=O)OC(C)C isopropyl ((R)-(naphthalen-1-yloxy)-(perfluorophenoxy)phosphoryl)-L-alaninate